[3-(3-fluoroanilino)-1-(methylsulfonylmethyl)pyrazolo[4,3-c]pyridin-6-yl]-(3-endo-hydroxy-8-azabicyclo[3.2.1]octan-8-yl)methanone FC=1C=C(NC2=NN(C3=C2C=NC(=C3)C(=O)N3C2CC(CC3CC2)O)CS(=O)(=O)C)C=CC1